1-(4-nitrobenzenesulfonyl)-1H-imidazole [N+](=O)([O-])C1=CC=C(C=C1)S(=O)(=O)N1C=NC=C1